5-methyl-3-(Trifluoromethyl)-7,8,9,10-tetrahydro-5H-pyrazino[1,2-a]pyrido[3,2-e]pyrazin-6(6aH)-one CN1C(C2N(C3=C1C=C(C=N3)C(F)(F)F)CCNC2)=O